C(C)(=O)OC1=C(C=CC=C1)OCC=1OC2=C(C1)C=C(C=C2I)COC2=C(C=CC=C2)OC(C)=O ((((7-iodobenzofuran-2,5-diyl) bis(methylene)) bis(oxy)) bis(2,1-phenylene)) diacetate